CC(C(=O)O)C(CCCCCCCC(=O)O)(C(=O)OC)C 2,3-dimethyl-3-methoxycarbonyl-undecanedioic acid